tert-butyl (3R,4S)-3-fluoro-4-{[2-(3-fluoroazetidin-1-yl)ethyl]amino}pyrrolidine-1-carboxylate F[C@@H]1CN(C[C@@H]1NCCN1CC(C1)F)C(=O)OC(C)(C)C